1-ethoxy-2-trifluoromethyl-1,1,2,3,3,3-hexafluoropropane C(C)OC(C(C(F)(F)F)(F)C(F)(F)F)(F)F